COC1=CC=C(CN(C2=C(C(=C(C=O)C(=C2)Br)C)F)CC2=CC=C(C=C2)OC)C=C1 4-(bis(4-methoxybenzyl)amino)-6-bromo-3-fluoro-2-methylbenzaldehyde